C[C@@]1(CCC2=NC=3C(=NC(=CC3)C=3C=NC(=NC3)C(C)(C)O)N21)C2=CC=CC=C2 (R)-2-(5-(8-methyl-8-phenyl-7,8-dihydro-6H-pyrrolo[2',1':2,3]imidazo[4,5-b]pyridin-2-yl)pyrimidin-2-yl)propan-2-ol